3-(4-chloro-6-piperazin-1-yl-2-pyridyl)-5-(trifluoromethyl)pyrazolo[1,5-a]pyridine ClC1=CC(=NC(=C1)N1CCNCC1)C=1C=NN2C1C=C(C=C2)C(F)(F)F